lithium (2,2,2-trichloroethyl) monofluorophosphate P(=O)(OCC(Cl)(Cl)Cl)([O-])F.[Li+]